4-tertbutyl-phenylalanine (5-bromo-3-pyridyl)methyl-3-[(1-tetrahydropyran-2-ylindazol-5-yl)oxymethyl]pyrrolidine-1-carboxylate BrC=1C=C(C=NC1)CC1N(CCC1COC=1C=C2C=NN(C2=CC1)C1OCCCC1)C(=O)O.C(C)(C)(C)C1=CC=C(C[C@H](N)C(=O)O)C=C1